trans-1-((4-((S)-3-(3,5-difluorophenyl)isoxazolidine-2-carbonyl)cyclohexyl)methyl)-6-fluoro-1H-indazole-5-carbonitrile FC=1C=C(C=C(C1)F)[C@H]1N(OCC1)C(=O)[C@@H]1CC[C@H](CC1)CN1N=CC2=CC(=C(C=C12)F)C#N